(S)-N-((S)-(4-chlorophenyl)(pyrazolo[1,5-a]pyridin-5-yl)methyl)-2-oxo-imidazolidine-4-carboxamide ClC1=CC=C(C=C1)[C@H](NC(=O)[C@H]1NC(NC1)=O)C1=CC=2N(C=C1)N=CC2